[Si](C1=CC=CC=C1)(C1=CC=CC=C1)(C(C)(C)C)OCC[C@@H](CO)NC(OC(C)(C)C)=O tert-butyl (S)-(4-((tert-butyldiphenylsilyl)oxy)-1-hydroxybutan-2-yl)carbamate